4-methyl-2-(methylsulfonyl)-6-(3-(trifluoromethoxy)benzyl)-4H-thiazolo[5',4':4,5]Pyrrolo[2,3-d]Pyridazin-5(6H)-one CN1C2=C(C3=C1C(N(N=C3)CC3=CC(=CC=C3)OC(F)(F)F)=O)SC(=N2)S(=O)(=O)C